BrC1=CC=C2C=CC(=CC2=C1)C(=O)Cl 7-bromo-2-naphthoyl chloride